5-cyano-2-methylphenyl-boronic acid C(#N)C=1C=CC(=C(C1)B(O)O)C